N1CCC(CC1)C=1C=C(C=CC1)N1C(NC(CC1)=O)=O 1-(3-(piperidin-4-yl)phenyl)dihydropyrimidine-2,4(1H,3H)-dione